2-(trimethylsilyl)ethyl (2-hydroxy-1-(oxetan-3-yl)ethyl)carbamate OCC(C1COC1)NC(OCC[Si](C)(C)C)=O